3-((3,5-difluoro-4-((2-(trifluoromethyl)pyridin-4-yl)oxy)benzyl)oxy)-7,8-dihydro-1H,6H,9H-7,8a-methanopyrrolo[1',2':3,4]imidazo[1,2-c]pyrimidin-1-one FC=1C=C(COC=2C=C3N(C(N2)=O)CC24N3CC(C2)C4)C=C(C1OC1=CC(=NC=C1)C(F)(F)F)F